(S)-benzyl (5-(bis(2-((2-morpholino-2-oxoethyl)amino)-2-oxoethyl)amino)-6-((2-morpholino-2-oxoethyl)amino)-6-oxohexyl)carbamate O1CCN(CC1)C(CNC(CN([C@@H](CCCCNC(OCC1=CC=CC=C1)=O)C(=O)NCC(=O)N1CCOCC1)CC(NCC(N1CCOCC1)=O)=O)=O)=O